tert-butyl (8-(4-(((2-(2,6-dioxopiperidin-3-yl)-1,3-dioxoisoindolin-5-yl)amino) methyl)benzamido)octyl)carbamate O=C1NC(CCC1N1C(C2=CC=C(C=C2C1=O)NCC1=CC=C(C(=O)NCCCCCCCCNC(OC(C)(C)C)=O)C=C1)=O)=O